3-bromo-5-((trimethylsilyl)ethynyl)pyridine BrC=1C=NC=C(C1)C#C[Si](C)(C)C